C(#C)C1=CC(=CC(=C1)C#C)C#C 1,3,5-tri-ethynylbenzene